propoxy acrylate C(C=C)(=O)OOCCC